(S)-4-(Cyclopropylformyl)-3-ethylpiperazine-1-carboxylic acid tert-butyl ester C(C)(C)(C)OC(=O)N1C[C@@H](N(CC1)C(=O)C1CC1)CC